1-(1-(5-aminopyrimidin-2-yl)piperidin-4-yl)-6-fluoro-4-methyl-1,4-dihydroquinoxaline NC=1C=NC(=NC1)N1CCC(CC1)N1C=CN(C2=CC(=CC=C12)F)C